O=C1N(CCC(N1)=O)C=1C=C(C(=O)OC2=C(C(=C(C(=C2F)F)F)F)F)C=CC1OC(F)(F)F pentafluorophenyl 3-(2,4-dioxotetrahydropyrimidin-1(2H)-yl)-4-(trifluorometh-oxy)benzoate